C1=C(C=CC2=CC=CC=C12)C(S\C(=C(\C)/N(C=O)CC=1C(=NC(=NC1)C)N)\CCO)=O (Z)-S-(2-(N-((4-amino-2-methylpyrimidin-5-yl)methyl)formamido)-5-hydroxypent-2-en-3-yl) naphthalene-2-carbothioate